NC1CCN(CC1)C1=C(C=NC2=CC=C(C=C12)C1=C(C(=CC(=C1F)F)C#N)NC(OC)=O)C1=CC(=CC(=C1)C)F methyl N-{2-[4-(4-aminopiperidin-1-yl)-3-(3-fluoro-5-methylphenyl)quinolin-6-yl]-6-cyano-3,4-difluorophenyl}carbamate